CN1CC(C1)(C)[C@@](C=1C=C(C=NC1)C1=NOC(=N1)C12CCC(CC1)(CC2)O)(C2=CC=C(C=C2)C(C)C)O 4-(3-{5-[(R)-(1,3-Dimethyl-azetidin-3-yl)-hydroxy-(4-isopropyl-phenyl)-methyl]-pyridin-3-yl}-[1,2,4]oxadiazol-5-yl)-bicyclo[2.2.2]octan-1-ol